2-(3-(3-((3-isopropoxyphenyl)carbamoyl)-1H-pyrazol-5-yl)phenyl)-N-(pentan-3-yl)oxazole-5-carboxamide C(C)(C)OC=1C=C(C=CC1)NC(=O)C1=NNC(=C1)C=1C=C(C=CC1)C=1OC(=CN1)C(=O)NC(CC)CC